N1CCC(CC1)N1C(OC=CC=C1)=O 3-(piperidin-4-yl)-1,3-oxazepin-2-one